C(C)(C)(C)C1=CC(=NN1[C@@H]1[C@@H](CCC1)O)NC=1N(C=2C(=NC=C(C2OC)OC=2C=NN3C2C=NC=C3)N1)C (1R,2S)-2-(5-(tert-butyl)-3-((7-methoxy-1-methyl-6-(pyrazolo[1,5-a]pyrazin-3-yloxy)-1H-imidazo[4,5-b]pyridin-2-yl)amino)-1H-pyrazol-1-yl)cyclopentan-1-ol